1-Methyl-2-oxo-N-phenyl-6,7-dihydro-5H-cyclopenta[b]pyridine-3-carboxamide CN1C2=C(C=C(C1=O)C(=O)NC1=CC=CC=C1)CCC2